ClC=1C=C(CNC2CN(C2)C(=O)OC)C=CC1N1N=CC(=C1)C1=NC(=NC=C1C#N)NC1CCN(CC1)S(=O)(=O)C Methyl 3-((3-chloro-4-(4-(5-cyano-2-((1-(methylsulfonyl)piperidin-4-yl)amino)pyrimidin-4-yl)-1H-pyrazol-1-yl)benzyl)amino)azetidine-1-carboxylate